C1(CC1)OC1=C(C=CC(=C1)F)C(=O)N1CC2(C1)CC(C2)NN (2-cyclopropoxy-4-fluorophenyl)(6-hydrazineyl-2-azaspiro[3.3]heptan-2-yl)methanone